(4R)-4-((3R,7S,8R,9S,10S,13R,14S,17R)-3,7-dihydroxy-10,13-dimethylhexadecahydro-1H-cyclopenta[a]phenanthren-17-yl)pentanoic acid O[C@@H]1CC[C@@]2([C@H]3CC[C@@]4([C@H](CC[C@H]4[C@@H]3[C@H](CC2C1)O)[C@@H](CCC(=O)O)C)C)C